ON1[C@@H]2CC[C@H](N(C1=O)C2)C(=O)NOCCN(C(OC(C)(C)C)=O)C(C)C tert-Butyl {2-[({[(2S,5R)-6-hydroxy-7-oxo-1,6-diazabicyclo[3.2.1]oct-2-yl]carbonyl}amino)oxy]ethyl}propan-2-ylcarbamate